N1(C=NC=C1)C1=C2CCNC2=CC=C1 4-(1H-Imidazol-1-yl)indoline